(S,R or S,R)-1-cyclobutyl-4-((6-phenylpyridazin-3-yl)methyl)hexahydro-1H-cyclopenta[b]pyrazine-2,3-dione C1(CCC1)N1[C@H]2[C@@H](N(C(C1=O)=O)CC=1N=NC(=CC1)C1=CC=CC=C1)CCC2 |o1:5|